3-(6-bromopyridin-2-yl)-6-(t-butyl)imidazo[1,2-a]Pyrazine BrC1=CC=CC(=N1)C1=CN=C2N1C=C(N=C2)C(C)(C)C